2-((3,5-difluorophenyl)amino)-6,7-difluoroquinazolin-4(3H)-one FC=1C=C(C=C(C1)F)NC1=NC2=CC(=C(C=C2C(N1)=O)F)F